3-amino-6-(tert-butyl)-9-butylcarbazole NC=1C=CC=2N(C3=CC=C(C=C3C2C1)C(C)(C)C)CCCC